N-(2,2-dimethyl-3-phenylpropyl)-1-methyl-6-oxo-1,6-dihydro-pyridazine-3-carboxamide CC(CNC(=O)C1=NN(C(C=C1)=O)C)(CC1=CC=CC=C1)C